S(=O)(=O)=C1N=NN2C1NC(C1=CC=C(C=C21)F)=O sulfonyl-8-fluoro-4H-triazolo[1,5-a]quinazolin-5-one